sodium hexafluorobutoxide FC(C(C([O-])(F)F)(F)F)(C)F.[Na+]